CN1N=CC=C1NC1=NC=CC(=N1)C=1C=C2N(CCN(C2=O)C(C(=O)N)C)C1 2-(7-(2-((1-methyl-1H-pyrazol-5-yl)amino)pyrimidin-4-yl)-1-oxo-3,4-dihydropyrrolo[1,2-a]pyrazin-2(1H)-yl)propanamide